ethyl 4-((1-methyl-1H-1,2,4-triazol-3-yl) methoxy)-3-oxobutyrate CN1N=C(N=C1)COCC(CC(=O)OCC)=O